C(C)C1=NN(C=C1)C1=C2N=CN(C2=NC(=N1)Cl)CC(C1=NC=CC=C1)=O Ethyl-1-(2-chloro-9-(2-oxo-2-(pyridin-2-yl)ethyl)-9H-purin-6-yl)-1H-pyrazole